(R,E)-N-((7-chloro-5-cyclopropylpyrazolo[1,5-a]pyrimidin-2-yl)methylene)-2-methylpropane-2-sulfinamide ClC1=CC(=NC=2N1N=C(C2)\C=N\[S@](=O)C(C)(C)C)C2CC2